2-amino-4-(difluoromethyl)thiazole-5-carboxylic acid ethyl ester C(C)OC(=O)C1=C(N=C(S1)N)C(F)F